COC1=NC(=NC=C1C#N)N1C=NC(=C1)CN1C[C@@H](N[C@@H](C1)C=1C(=C2COC(C2=CC1)=O)C)C 4-methoxy-2-(4-(((3S,5R)-3-methyl-5-(4-methyl-1-oxo-1,3-dihydroisobenzofuran-5-yl)piperazin-1-yl)methyl)-1H-imidazol-1-yl)pyrimidine-5-carbonitrile